[Na].NCCCS(=O)(=O)O homotaurine sodium